sulfite Tin [Sn+4].S(=O)([O-])[O-].S(=O)([O-])[O-]